5,5-dimethyl-1-(2-morpholinoethyl)imidazolidin-2,4-dione CC1(C(NC(N1CCN1CCOCC1)=O)=O)C